S(=O)(=O)(OC)[O-].[NH4+] ammonium methyl sulfate